[Mn].[Fe].[Cu].[Zn] zinc-copper-iron-manganese